1-(4-(cyclohexylmethoxy)phenyl)-7-fluoro-9H-pyrido[3,4-b]indole-3-carboxylic acid C1(CCCCC1)COC1=CC=C(C=C1)C1=NC(=CC2=C1NC1=CC(=CC=C21)F)C(=O)O